tert-butyl 4-(((7S)-7-(4-(methoxycarbonyl)phenyl)-1-oxa-8-azaspiro[4.5]decan-8-yl)methyl)-7-methyl-5-(((trifluoromethyl)sulfonyl)oxy)-1H-indole-1-carboxylate COC(=O)C1=CC=C(C=C1)[C@@H]1CC2(CCCO2)CCN1CC1=C2C=CN(C2=C(C=C1OS(=O)(=O)C(F)(F)F)C)C(=O)OC(C)(C)C